CC1[NH2+]CC1 2-methylazetidinium